FC1=C(C(=CC=C1)F)C(C(=O)NN)C 2-(2,6-difluorophenyl)propanehydrazide